OC(C(=O)O)CCSC 2-hydroxy-4-methylmercaptobutyric acid